OC(C1=NN(C=C1)C1CCN(CC1)C(=O)OC(C)(C)C)C1=CC=C(C=C1)C(F)(F)F tert-butyl 4-(3-(hydroxy(4-(trifluoromethyl)phenyl)methyl)-1H-pyrazol-1-yl)piperidine-1-carboxylate